[3-(6-amino-3-pyridinyl)phenyl]-8-chloro-7-fluoro-N-methyl-[1,2,4]triazolo[4,3-a]quinazolin-5-amine NC1=CC=C(C=N1)C=1C=C(C=CC1)C1=NN=C2N1C1=CC(=C(C=C1C(=N2)NC)F)Cl